(((trifluoromethyl)sulfonyl)oxy)thiazole-5-carboxylate FC(S(=O)(=O)OC=1SC(=CN1)C(=O)[O-])(F)F